COC(C1=CC(=C(C=C1)O)C#N)=O 3-cyano-4-hydroxy-benzoic acid methyl ester